ClC1=CC(=NC(=N1)S(=O)(=O)C)NC1=CC(=C(C(=C1)F)F)F 6-chloro-2-(methylsulfonyl)-N-(3,4,5-trifluorophenyl)pyrimidin-4-amine